COC1CC(C1)C=1SC(=C(N1)C(F)(F)F)[Sn](CCCC)(CCCC)CCCC 2-(3-methoxycyclobutyl)-5-(tributylstannyl)-4-(trifluoromethyl)thiazole